FC1=C(CN2C(C3=CC=C(C=C3C=C2)C2=C(C=CC=C2)OC)=O)C=CC=C1 2-(2-fluorobenzyl)-6-(2-methoxyphenyl)isoquinolin-1(2H)-one